6-(4-Methylpiperazin-1-yl)pyridine-2-carbonitrile CN1CCN(CC1)C1=CC=CC(=N1)C#N